Pyridone bromide [Br-].N1C(C=CC=C1)=O